[Ni](Cl)Cl nickelous dichloride